NCC1=CC(=C(C=C1)NC(=O)C1=CC2=C(OCCC3=C2SC=C3)C=C1C=1C(=NC(=CC1)C(NCCC)=O)C(=O)OC)OCCC methyl 3-(9-((4-(aminomethyl)-2-propoxyphenyl)carbamoyl)-4,5-dihydrobenzo[b]thieno[2,3-d]oxepin-8-yl)-6-(propylcarbamoyl)picolinate